FC=1C(=C(C=C(C1)\C=C\C1=CC=CC=C1)O)CCC 3-fluoro-5-[(E)-2-phenylvinyl]-2-propylphenol